(R)-3-(2-(5-(benzyloxy)-4-oxo-1-((2-(trimethylsilyl) ethoxy) methyl)-1,4-dihydropyridazin-3-yl)-5-bromo-1H-imidazol-1-yl)-1,1-bis(4-fluorophenyl)propan-2-yl methanesulfonate CS(=O)(=O)O[C@H](C(C1=CC=C(C=C1)F)C1=CC=C(C=C1)F)CN1C(=NC=C1Br)C1=NN(C=C(C1=O)OCC1=CC=CC=C1)COCC[Si](C)(C)C